(2-(3-oxa-8-azabicyclo[3.2.1]octane-8-yl)-4-fluorobenzyl)-2-(9-(pyridin-2-yl)-6-oxaspiro[4.5]dec-9-yl)ethylamine C12COCC(CC1)N2C2=C(CNCCC1(CCOC3(CCCC3)C1)C1=NC=CC=C1)C=CC(=C2)F